CC1=C(C=NC=C1)C=1C=C2C=C(N=CC2=CN1)NC1=CC=C(C=N1)S(=O)(=O)N 6-((6-(4-methylpyridin-3-yl)-2,7-naphthyridin-3-yl)amino)pyridine-3-sulfonamide